N1=C(N=CC=C1)C=CC(=O)NCCC1=NC=CC=N1 3-(pyrimidin-2-yl)-N-[2-(pyrimidin-2-yl)ethyl]prop-2-enamide